ClC1=C(C=CC=C1Cl)N1CCN(CC1)CCCCN1C=NC2=C(NC=3C=CC(=CC23)C)C1=O 3-(4-(4-(2,3-dichlorophenyl)piperazin-1-yl)butyl)-8-methyl-3,5-dihydro-4H-pyrimido[5,4-b]indol-4-one